2-((E)-((E)-4-((E)-3-(4-methoxyphenyl)acryloyloxy)benzylidene)amino)-3-methylbutanoic acid COC1=CC=C(C=C1)/C=C/C(=O)OC1=CC=C(\C=N\C(C(=O)O)C(C)C)C=C1